beta-nitroacrylic acid [N+](=O)([O-])C=CC(=O)O